FC=1C=C(C=CC1)[C@@H](O)C12CCC(CC1)(N2)CCC=2C=NC=CC2 (R)-(3-Fluorophenyl)(4-(2-(pyridin-3-yl)ethyl)-7-azabicyclo[2.2.1]heptan-1-yl)methanol